4-fluoro-2-(4-methylpiperazin-1-yl)benzonitrile FC1=CC(=C(C#N)C=C1)N1CCN(CC1)C